2-hydroxy-N-(2,5-dimethyl-4-(pyridin-4-ylthio)phenyl)pyrazolo[1,5-a]Pyridine-3-carboxamide OC1=NN2C(C=CC=C2)=C1C(=O)NC1=C(C=C(C(=C1)C)SC1=CC=NC=C1)C